5-(4-chlorophenyl)-3-(2-(3-methoxyazetidin-1-yl)-2-oxoethyl)thieno[3,4-d]pyrimidin-4(3H)-one ClC1=CC=C(C=C1)C=1SC=C2N=CN(C(C21)=O)CC(=O)N2CC(C2)OC